hydroxyvinylsilane OC=C[SiH3]